t-butyl peroxy-pivalate C(C(C)(C)C)(=O)OOC(C)(C)C